3,4-Dihydroxy-cinnamic acid trans-Caffeate 3,4-Dihydroxy-trans-cinnamate OC=1C=C(/C=C/C(=O)O)C=CC1O.C(\C=C\C1=CC(O)=C(O)C=C1)(=O)O.OC=1C=C(C=CC(=O)O)C=CC1O